ClC1=C2C(=NC=C1)NCC2(C2CC2)C2=CC=CC(=N2)N2C(CN(CC2)CCOC2CCN(CC2)C=2C=C1C=CC=C(C1=CC2)N2C(NC(CC2)=O)=O)=O 1-[6-(4-{2-[4-(6-{4-chloro-3-cyclopropyl-1H-pyrrolo[2,3-b]pyridin-3-yl}pyridin-2-yl)-3-oxopiperazin-1-yl]ethoxy}piperidin-1-yl)naphthalen-1-yl]-1,3-diazinane-2,4-dione